ClC1=C(C(=CC=C1)C)N1N=CC2=C1COC[C@@H]2NC(=O)C=2N=CN(C2CC)C (R)-N-(1-(2-chloro-6-methylphenyl)-1,4,5,7-tetrahydropyrano[3,4-c]pyrazol-4-yl)-5-ethyl-1-methyl-1H-imidazole-4-carboxamide